NCCSSCCN (2-amino ethyl) disulfide